C1(=CC=CC=2NCC3=C(C#CC21)C=CC=C3)C(CC(=O)O)C(=O)N 11,12-didehydro-5,6-dihydro-Dibenz[b,f]azocinesuccinamic acid